4-amino-2,5-dihydrofuran-3-carboxylic acid methyl ester COC(=O)C=1COCC1N